CS(=O)(=O)C1=CC=C(C=C1)C#CC1=CC=C(OC2=C(N=NN2)C(=O)O)C=C1 5-(4-((4-(methylsulfonyl)phenyl)ethynyl)phenoxy)-1H-1,2,3-triazole-4-carboxylic acid